O=C1N(C(=CC2=CC=CC(=C12)C=1C=NC=NC1)[C@H](C)NC1=NC=NC2=CC=C(C=C12)C#N)C1=CC=CC=C1 (S)-4-((1-(1-oxo-2-phenyl-8-(pyrimidin-5-yl)-1,2-dihydroisoquinolin-3-yl)ethyl)amino)quinazoline-6-carbonitrile